N-(3,3,3-trifluoropropyl)pyrrolidine-3-carboxamide FC(CCNC(=O)C1CNCC1)(F)F